C(C)N(C1=C(C=C(C=C1)C(F)(F)F)C)C[C@@H]1N=C(OC1)N (S)-4-{[ethyl-(2-methyl-4-trifluoromethyl-phenyl)-amino]-methyl}-4,5-dihydro-oxazol-2-ylamine